ClC=1C2=CN(N=C2C=CC1[N+](=O)[O-])C(C)C 4-chloro-5-nitro-2-(prop-2-yl)indazole